C(=O)(OC(C)(C)C)N[C@H]([C@H](O)C)C(=O)O Boc-D-allothreonine